FC(C(=O)N)=C 2-fluoroprop-2-enamide